(S)-3-(2-((6,6-dimethylpiperidin-3-yl)amino)-5-(trifluoromethyl)pyrimidin-4-yl)-6-methyl-1,6-dihydro-7H-pyrrolo[2,3-c]pyridin-7-one CC1(CC[C@@H](CN1)NC1=NC=C(C(=N1)C1=CNC=2C(N(C=CC21)C)=O)C(F)(F)F)C